glyceryl Trioctanoate CCCCCCCC(=O)OCC(COC(=O)CCCCCCC)OC(=O)CCCCCCC